OCC(CO)C1CCC2(CCN(CC2)C(=O)OC(C)(C)C)CC1 tert-butyl 9-(1,3-dihydroxypropan-2-yl)-3-azaspiro[5.5]undecane-3-carboxylate